methyl-thiazole-4-carboxamide CC=1SC=C(N1)C(=O)N